BrC=1C(=NC(=NC1)NC=1C(=NN(C1)C1CN(C1)CC(C)C)C)NCCCN1C(CCC1)=O 1-(3-((5-bromo-2-((1-(1-isobutylazetidin-3-yl)-3-methyl-1H-pyrazol-4-yl)amino)pyrimidin-4-yl)amino)propyl)pyrrolidin-2-one